1-(4-(((6-(2-Chloro-3-(3-chloro-2-(4-((4-hydroxypiperidin-1-yl)methyl)-3-methoxyphenyl)pyridin-4-yl)phenyl)-2-methoxypyridin-3-yl)methyl)amino)piperidin-1-yl)-3-methoxypropan-1-one ClC1=C(C=CC=C1C1=C(C(=NC=C1)C1=CC(=C(C=C1)CN1CCC(CC1)O)OC)Cl)C1=CC=C(C(=N1)OC)CNC1CCN(CC1)C(CCOC)=O